6-O-stearoyl-N-acetylmuramyl-L-alanyl-D-isoglutamine C(CCCCCCCCCCCCCCCCC)(=O)OC[C@@H]1[C@H]([C@@H]([C@H](C(O1)N([C@@H](C)C(=O)N[C@H](CCC(=O)O)C(N)=O)C(C)=O)N)O[C@@H](C(=O)O)C)O